isopropyl 2-benzimidazolylcarbamate N1=C(NC2=C1C=CC=C2)NC(OC(C)C)=O